C(C)C=1SC(=CC1NC(NS(N([C@H]1CN(CCC1)C)C=1C=NN(C1)C)(=O)=O)=O)C(C)C 3-[2-Ethyl-5-(propan-2-yl)thiophen-3-yl]-1-[(1-methyl-1H-pyrazol-4-yl)[(3R)-1-methylpiperidin-3-yl]sulfamoyl]urea